imidazo[1,2-a]pyridine N=1C=CN2C1C=CC=C2